O=C1NC(CCC1N1C(C2=CC(=C(C=C2C1=O)N1C2CN(C(C1)CC2)CC2CCN(CC2)C2=CC=C(N=N2)C2=CC=C1C=NC(C1=C2)=O)F)=O)=O 6-(6-(4-((5-(2-(2,6-dioxopiperidin-3-yl)-6-fluoro-1,3-dioxoisoindoline-5-yl)-2,5-diazabicyclo[2.2.2]octane-2-yl)methyl)piperidin-1-yl)pyridazin-3-yl)-1-oxoisoindole